N=1N=CN2C1C=CC(=C2)/C=C/C(=O)NCCCCC2CCN(CC2)C(C2=CC=C(C=C2)N2CCN(CC2)CCCCCC#CC2=C1CN(C(C1=CC=C2)=O)C2C(NC(CC2)=O)=O)=O (E)-3-([1,2,4]triazolo[4,3-a]pyridin-6-yl)-N-(4-(1-(4-(4-(7-(2-(2,6-dioxopiperidin-3-yl)-1-oxoisoindoline-4-yl)hept-6-yn-1-yl)piperazin-1-yl)benzoyl)piperidin-4-yl)butyl)acrylamide